tert-Butyl N-(1-{6-[(pyridin-4-yl)carbamoyl]pyridin-2-yl}piperidin-4-yl)carbamate N1=CC=C(C=C1)NC(=O)C1=CC=CC(=N1)N1CCC(CC1)NC(OC(C)(C)C)=O